Trans-4-(2-(azidomethyl)cyclopropyl)-1-(4-methoxybenzyl)-1H-1,2,3-triazole N(=[N+]=[N-])C[C@H]1[C@@H](C1)C=1N=NN(C1)CC1=CC=C(C=C1)OC